3-(3,4-dichlorophenyl)-1-(3-isopropoxyphenylacetyl)piperidin ClC=1C=C(C=CC1Cl)C1CN(CCC1)C(CC1=CC(=CC=C1)OC(C)C)=O